CC(CC(=O)[O-])C 3-methyl-3-methylpropionate